ethyl 7-cyclobutyl-8-hydroxy-2-methoxyquinoline-3-carboxylate C1(CCC1)C1=CC=C2C=C(C(=NC2=C1O)OC)C(=O)OCC